S[Si](OC)(CCCCCC)S mercapto-3-propyl-mercapto-propyl-methoxysilane